ClC1=CC(=C(OCC2=NC=CC(=C2)OC2=CC(=C(CC3=NC4=C(N3C[C@H]3OCC3)C=C(C=C4)C(=O)O)C=C2F)F)C=C1)F (S)-2-(4-((2-((4-Chloro-2-fluorophenoxy)methyl)pyridin-4-yl)oxy)-2,5-difluorobenzyl)-1-(oxetan-2-ylmethyl)-1H-benzo[d]imidazole-6-carboxylic acid